C(C1=CC=CC=C1)NC1CCN(CC1)CC(=O)N1CCN(CC1)CC1=C(C=CC=C1)OC 2-(4-(benzylamino)piperidin-1-yl)-1-(4-(2-methoxybenzyl)piperazin-1-yl)ethan-1-one